C1C(CCC2=CC=CC=C12)C(=O)O 1,2,3,4-tetrahydronaphthalene-2-carboxylic acid